C(C1=CC=CC=C1)OCC1(CCN(CC1)C(=O)OC(C)(C)C)C(=O)O 4-((Benzyloxy)methyl)-1-(tert-butoxycarbonyl)piperidine-4-carboxylic acid